C12COCC(CC1)N2C2=CC=C(C=O)C=C2 4-(3-oxa-8-azabicyclo[3.2.1]octan-8-yl)benzaldehyde